tert-butyl (S)-(1-((2,3-dihydro-1H-inden-2-yl)amino)-1-oxopropan-2-yl)carbamate C1C(CC2=CC=CC=C12)NC([C@H](C)NC(OC(C)(C)C)=O)=O